1,2-propanediol mono(2-methyl-2-propenoate) CC(C(=O)O)=C.C(C(C)O)O